3-(5-(1-(3-(4-(((R)-1-(3-(Difluoromethyl)-2-fluorophenyl)ethyl)amino)-2-methyl-pyrido[3,4-d]pyrimidin-6-yl)benzyl)piperidin-4-yl)-1-oxoisoindolin-2-yl)piperidine-2,6-dione FC(C=1C(=C(C=CC1)[C@@H](C)NC=1C2=C(N=C(N1)C)C=NC(=C2)C=2C=C(CN1CCC(CC1)C=1C=C3CN(C(C3=CC1)=O)C1C(NC(CC1)=O)=O)C=CC2)F)F